2,6-dimethyl-tetradecanoic acid CC(C(=O)O)CCCC(CCCCCCCC)C